3-hydroxy-3-(p-tolyl)propionitrile OC(CC#N)C1=CC=C(C=C1)C